4-[N-(2,2-difluoroethyl)-2-fluoro-3-(3-hydroxy-3-methyl-but-1-ynyl)anilino]-5-fluoro-1-(trideuteriomethyl)quinazolin-2-one FC(CN(C1=C(C(=CC=C1)C#CC(C)(C)O)F)C1=NC(N(C2=CC=CC(=C12)F)C([2H])([2H])[2H])=O)F